2-{4-[(2S*)-2-[(tert-butoxycarbonyl)amino]-3-ethoxy-3-oxopropyl]-3-fluorophenyl}ethylboronic acid C(C)(C)(C)OC(=O)N[C@@H](CC1=C(C=C(C=C1)CCB(O)O)F)C(=O)OCC |o1:8|